CC1=NN(C=C1)C1=C(C#N)C=CC=C1 2-(3-methyl-1H-pyrazol-1-yl)benzonitrile